C(C)(C)(C)C1=CC(=NC=N1)C(=O)NC1=CC(=C(C=C1)C)C=1C=NC(=C(C1)N1CCOCC1)C#CC 6-Tert-butyl-N-{4-methyl-3-[5-(morpholin-4-yl)-6-(prop-1-yn-1-yl)pyridin-3-yl]phenyl}pyrimidine-4-carboxamide